NC=1C(=C2C(=NC1)OCC2)N2C[C@H]([C@]([C@H](C2)C)(C)O)NC(OC(C)(C)C)=O tert-butyl [(3R,4R,5S)-1-(5-amino-2,3-dihydrofuro[2,3-b]pyridin-4-yl)-4-hydroxy-4,5-dimethylpiperidin-3-yl]carbamate